methyl 7,7-dimethyl-5,7-dihydrothieno[3,4-d]pyrimidine-2-carboxylate CC1(SCC2=C1N=C(N=C2)C(=O)OC)C